2-(3,3-bis(isopropoxycarbonyl)-7-phenyl-1,2,3,4-tetrahydronaphthalen-1-yl)acetic acid C(C)(C)OC(=O)C1(CC(C2=CC(=CC=C2C1)C1=CC=CC=C1)CC(=O)O)C(=O)OC(C)C